Rac-(1S,2R)-2-fluorocyclopropane-1-carboxylic acid F[C@H]1[C@@H](C1)C(=O)O |r|